N1C(C2(C3=CC=CC=C13)NCCC2)=O tetrahydropyrrolespirooxindole